6-Chloro-3-hydroxyquinoline ClC=1C=C2C=C(C=NC2=CC1)O